C(CCC)[Si](C)(C)OCC[C@H](C)N1N=C(C=2C=NC(=CC21)Cl)C2=CC(=CC=C2)OCCN2CCOCC2 butyl-[(3S)-3-[6-chloro-3-[3-(2-morpholinoethoxy)phenyl]pyrazolo[4,3-c]pyridin-1-yl]butoxy]-dimethyl-silane